(3-(4-((3-fluoro-5-(1H-pyrazol-3-yl)pyridin-2-yl)oxy)phenyl)-1H-pyrazol-1-yl)propan-1-ol FC=1C(=NC=C(C1)C1=NNC=C1)OC1=CC=C(C=C1)C1=NN(C=C1)C(CC)O